2-(5-((7-azaspiro[3.5]non-2-yl)ethynyl)-6-aminopyridazin-3-yl)phenol C1C(CC12CCNCC2)C#CC=2C=C(N=NC2N)C2=C(C=CC=C2)O